FC1=CC=C(C=C1)C1=CC2=C(N=C3N(C2=O)CCC3)O1 2-(4-fluorophenyl)-7,8-dihydrofuro[2,3-d]pyrrolo[1,2-a]pyrimidin-4(6H)-one